OC1=CC=C(C=C1)C1=NC2=CC=C3C(=C2C=2CCC(CC12)O)C=CN3 7-(4-hydroxyphenyl)-8,9,10,11-tetrahydro-3H-pyrrolo[3,2-a]phenanthridin-9-ol